(1S,3R)-N-(5-chloro-4-(7-fluoro-3-isopropyl-2-methyl-2H-indazol-5-yl)pyridin-2-yl)-3-(2-methoxyacetamido)cyclohexane-1-carboxamide ClC=1C(=CC(=NC1)NC(=O)[C@@H]1C[C@@H](CCC1)NC(COC)=O)C1=CC2=C(N(N=C2C(=C1)F)C)C(C)C